6-(3-aminopropyl)-2-chloro-N-[(furan-2-yl)methyl]-7H-pyrrolo[2,3-d]pyrimidin-4-amine hydrochloride Cl.NCCCC1=CC2=C(N=C(N=C2NCC=2OC=CC2)Cl)N1